C1(=CC=CC=C1)CCOC(=O)C=1C=C(C=C2C1C(=C(O2)C2=CC=C(C=C2)OC)C2=CC(=CC(=C2)OC)OC)OC 2-(4-methoxyphenyl)-3-(3,5-dimethoxyphenyl)-6-methoxy-4-benzofurancarboxylic acid-2-phenylethyl ester